racemic-3-ethanesulfonyl-4-[3-methyl-2,5-dioxo-1-(2-trifluoromethyl-pyridin-4-yl)-2,3,4,5,6,7-hexahydro-1H-cyclopentapyrimidin-4-yl]-benzonitrile C(C)S(=O)(=O)C=1C=C(C#N)C=CC1[C@@H]1N(C(N(C2=C1C(CC2)=O)C2=CC(=NC=C2)C(F)(F)F)=O)C |r|